C1(=CC(=CC=C1)C1C(CC1)C=1C=C2C=CC=NC2=CC1)C 6-(2-(m-Tolyl)cyclobutyl)quinoline